O1C(COCC1)C=1SC2=C(N1)C=CC=C2 2-(1,4-dioxan-2-yl)benzothiazole